NC1=NN(C=C1C1=NC=2C(=NC=CC2C2=CC(=C(CNC(=O)C3=NC(=NO3)C(C)(C)C)C=C2)C(F)(F)F)N1)C N-(4-(2-(3-amino-1-methyl-1H-pyrazol-4-yl)-3H-imidazo[4,5-b]pyridin-7-yl)-2-(trifluoromethyl)benzyl)-3-(tert-butyl)-1,2,4-oxadiazole-5-carboxamide